2-bromo-5-methoxy-pyridazine BrN1NC=C(C=C1)OC